C1(CC1)CN1CCNCC1 1-(cyclopropylmethyl)piperazine